Br[C@@]1(C[C@H](O)[C@@H](CO)O1)N1C(=O)NC(=O)C=C1 bromodesoxyuridine